butyl ((1S,2S,4R)-7-cyano-7-azabicyclo[2.2.1]heptan-2-yl)carbamate C(#N)N1[C@@H]2[C@H](C[C@H]1CC2)NC(OCCCC)=O